C(C=C)N1C(OCC1)=O allyloxazolidinone